CN1C(=C2OCC3C(NS(C2=C1)(=O)=O)CN(C3)C(C(=O)OC)=O)C(NC3=CC(=C(C(=C3)F)F)F)=O Methyl 2-(7-methyl-5,5-dioxido-8-((3,4,5-trifluorophenyl)carbamoyl)-3a,4,10,10a-tetrahydro-1H,7H-dipyrrolo[3,4-b:3',4'-f][1,4,5]oxathiazocin-2(3H)-yl)-2-oxoacetate